1-(4-chlorophenyl)-N-(4-(6,7-dimethoxyquinolin-4-yloxy)phenyl)-4-oxo-1,4-dihydroquinoline-3-carboxamide ClC1=CC=C(C=C1)N1C=C(C(C2=CC=CC=C12)=O)C(=O)NC1=CC=C(C=C1)OC1=CC=NC2=CC(=C(C=C12)OC)OC